C(C)(C)(C)C=CCOC(N[C@H](C(=O)N)[C@@H](C=C)C)=O ((2S,3R)-1-amino-3-methyl-1-oxopent-4-en-2-yl)carbamic acid tert-butylallyl ester